ClC1=C(CNC(=O)C2C=3C=CC=NC3C(CC2)O)C(=CC(=C1)Cl)C N-(2,4-dichloro-6-meth-ylbenzyl)-8-hydroxy-5,6,7,8-tetrahydroquinoline-5-carboxamide